C(C)(C)(C)NC1=CC=C(C=N1)C(=O)N1C[C@H](CC1)N(C(OC(C)(C)C)=O)C tert-butyl N-[(3S)-1-[6-(tert-butylamino) pyridine-3-carbonyl] pyrrolidin-3-yl]-N-methylcarbamate